4-[[(1R)-1-[3-(difluoromethyl)-2-fluoro-phenyl]ethyl]amino]-6-(4-hydroxy-1-oxo-thian-4-yl)-8-methyl-pyrido[2,3-d]pyrimidin-7-one FC(C=1C(=C(C=CC1)[C@@H](C)NC=1C2=C(N=CN1)N(C(C(=C2)C2(CCS(CC2)=O)O)=O)C)F)F